isopropyl-2H,4H-1,5-benzodioxepin-3-one C(C)(C)C1C(COC2=C(O1)C=CC=C2)=O